ClC1=C(C=CC(=C1)C=O)OS(=O)(=O)C(F)(F)F Trifluoromethanesulfonic acid 2-chloro-4-formylphenyl ester